C1(CCCCC1)C(C(C(=O)NC1=NC=C(C=C1)C=1C(=NN(C1CC)COCC[Si](C)(C)C)C)C1=C(N(N=C1)C(C)C)C(=O)N)C1CCCCC1 [1-(dicyclohexylmethyl)-2-[[5-[5-ethyl-3-methyl-1-(2-trimethylsilylethoxymethyl)pyrazol-4-yl]-2-pyridinyl]amino]-2-oxo-ethyl]-2-isopropyl-pyrazole-3-carboxamide